(2S,7S)-11-(trifluoromethyl)-8-oxa-3,12-diazatricyclo[7.4.0.02,7]trideca-1(9),10,12-triene FC(C1=CC=2O[C@H]3CCCN[C@H]3C2C=N1)(F)F